FC=1C=C(CC2=C3C(=C(N(C(C3=CC(=C2)C(F)(F)F)=O)CCOC)C(=O)N)C)C=CC1 (3-fluorobenzyl)-2-(2-methoxyethyl)-4-methyl-1-oxo-7-(trifluoromethyl)-1,2-dihydroisoquinoline-3-carboxamide